CC1=C(CC2CC3(CNC3)C2)C=CC=C1 6-(2-methylbenzyl)-2-azaspiro[3.3]heptan